2-(3-bromo-4-fluorobenzyl)-3-(2-fluorophenyl)-2,6-dihydroPyrrolo[3,4-c]pyrazole BrC=1C=C(CN2N=C3C(=C2C2=C(C=CC=C2)F)C=NC3)C=CC1F